CN1N=NC=2N(C1=O)C=NC2C(=O)N=C=O 3-methyl-4-oxo-3,4-dihydroimidazo[5,1-d][1,2,3,5]tetrazine-8-carbonyl isocyanate